BrCCCCCCC(C)C1=CC=C(C=C1)C1=CC=CC=C1 4-(8-bromooctan-2-yl)-1,1'-biphenyl